4-(4-Fluoropyrrolidin-2-yl)-1,3-dimethyl-1H-pyrazole FC1CC(NC1)C=1C(=NN(C1)C)C